BrC=1C=2N(C=C(C1)C=1C=NN(C1)[C@@H]1CN(CCC1)C(=O)OC(C)(C)C)N=CC2C#N t-Butyl (3S)-3-[4-(4-bromo-3-cyano-pyrazolo[1,5-a]pyridin-6-yl)pyrazol-1-yl]piperidine-1-carboxylate